4-(2-bromovinyl)-1,3-dioxolan-2-one BrC=CC1OC(OC1)=O